C(C)(=O)OC[C@H](NC([C@@H](NC(=O)C=1N=C(SC1)N1CCC(CC1)NC(COC)=O)CO[Si](C)(C)C(C)(C)C)=O)C(=O)OC Methyl O-acetyl-N-(O-(tert-butyldimethylsilyl)-N-(2-(4-(2-methoxyacetamido)piperidin-yl)thiazole-4-carbonyl)-L-seryl)-L-serinate